O[C@@](CN1N=CC(=C1)C#N)(C)[C@H]1CC[C@H]([C@H]2[C@@H]3CC[C@@H]4C[C@](CC[C@@H]4[C@H]3CC[C@]12C)(COC)O)C 1-((S)-2-hydroxy-2-((1S,4R,4aS,4bR,6aR,8R,10aS,10bR,12aS)-8-hydroxy-8-(methoxymethyl)-4,12a-dimethyloctadecahydrochrysen-1-yl)propyl)-1H-pyrazole-4-carbonitrile